6,7-difluoro-5-(5-((1-methylcyclopropyl)ethynyl)-3,4-dihydro-1,7-naphthyridin-1(2H)-yl)-[1,2,4]triazolo[4,3-a]quinazoline FC1=C2C(=NC=3N(C2=CC=C1F)C=NN3)N3CCCC1=C(C=NC=C31)C#CC3(CC3)C